C(C1=CC=CC=C1)C1=CC=CC=2N1C=CN2 5-BENZYL-IMIDAZO[1,2-A]PYRIDINE